C1=C(C=CC2=CC=CC=C12)S(=O)(=O)O.C(C)(C)OCC(=O)N1CCN(CC1)C(=O)[C@H]1[C@@H](C1)C1=CC=CC=C1 2-Isopropoxy-1-(4-(trans-2-phenylcyclopropanecarbonyl)piperazin-1-yl)ethanone naphthalene-2-sulfonate